3-[(9-benzyl-4-carbamoyl-7-n-octyl-1,2,3,4-tetrahydrocarbazol-6-yl)oxy]propylphosphonic acid C(C1=CC=CC=C1)N1C2=CC(=C(C=C2C=2C(CCCC12)C(N)=O)OCCCP(O)(O)=O)CCCCCCCC